3-((2,6-difluorophenylsulfonyl)-1-oxa-8-azaspiro[4.5]dec-3-ylamino)-2-hydroxypropionyl-amide FC1=C(C(=CC=C1)F)S(=O)(=O)N(CC(C(=O)[NH-])O)C1COC2(C1)CCNCC2